1-[(8aS)-6-Chloro-5-(2,5-difluorophenyl)-8a,9,11,12-tetrahydropyrazino[2',1':3,4][1,4]oxazepino[5,6,7-de]quinazolin-10(8H)-yl]prop-2-en-1-one ClC1=C2C3=C(N=CN=C3C=C1C1=C(C=CC(=C1)F)F)N1[C@H](CO2)CN(CC1)C(C=C)=O